NC1=C(C#N)C=CC(=N1)N 2,6-diaminonicotinonitrile